C1=CC=CC=2C3=CC=CC=C3C(C12)COC(=O)N[C@H](C(=O)O)CC1=CC=C(C=C1)C=1C=NN(C1)CCC(=O)N(C)C (S)-2-((((9H-fluoren-9-yl)methoxy)carbonyl)amino)-3-(4-(1-(3-(dimethyl-amino)-3-oxopropyl)-1H-pyrazol-4-yl)phenyl)propanoic acid